1-(3-iodopyrazolo[1,5-a]pyridin-6-yl)-N-methyl-cyclobutanecarboxamide IC=1C=NN2C1C=CC(=C2)C2(CCC2)C(=O)NC